tert-butyl 3-[2,5-dioxo-4-(2-pyridyl)imidazolidin-4-yl]-2-methyl-propanoate O=C1NC(C(N1)(C1=NC=CC=C1)CC(C(=O)OC(C)(C)C)C)=O